N-[(dimethylamino)-1H-1,2,3-triazolo-[4,5-b]pyridin-1-ylmethylene]-N-methylmethylammonium hexafluorophosphate F[P-](F)(F)(F)(F)F.CN(C)C(=[N+](C)C)N1N=NC2=NC=CC=C21